ClC1=C(C=CC(=C1)Cl)NC=1N(C2=NC(=NC=C2N1)NC(C)C)C1CCC(CC1)C(=O)N (1s,4s)-4-(8-(2,4-dichlorophenylamino)-2-(isopropylamino)-9H-purin-9-yl)cyclohexanecarboxamide